N,N'-dihydroxynonanediamide ONC(CCCCCCCC(=O)NO)=O